The molecule is a methyladenine that is adenine substituted with a methyl group at position N-3. It has a role as a human metabolite and an autophagy inhibitor. CN1C=NC(=N)C2=C1N=CN2